(S)-6-ethoxy-N-(5-(3-ethylpiperazin-1-yl)pyrazin-2-yl)-2-methyl-2H-indazole-5-carboxamide C(C)OC=1C(=CC2=CN(N=C2C1)C)C(=O)NC1=NC=C(N=C1)N1C[C@@H](NCC1)CC